(1R)-N'-{[1-(2-chloroacetyl)-6-azaspiro[2.5]octan-6-yl]sulfonyl}-N,N-dimethylformimidamide ClCC(=O)[C@@H]1CC12CCN(CC2)S(=O)(=O)N=CN(C)C